N-(4-(1-phenylethyl)thiazol-2-yl)-1-(pyridin-4-ylmethyl)-1H-pyrrole-2-carboxamide C1(=CC=CC=C1)C(C)C=1N=C(SC1)NC(=O)C=1N(C=CC1)CC1=CC=NC=C1